BrC=1C(=NC(=NC1C)O)O 5-Bromo-6-methylpyrimidine-2,4-diol